FC=1C=C2C(=C(NC2=C(C1)F)C1=CC=C(C=C1)F)CCC(=O)N[C@@H]1C(NCC1)=O 3-[5,7-difluoro-2-(4-fluorophenyl)-1H-indol-3-yl]-N-[(3S)-2-oxopyrrolidin-3-yl]propionamide